(R)-6-chloro-N-methyl-N-(piperidin-3-yl)pyridazin-3-amine ClC1=CC=C(N=N1)N([C@H]1CNCCC1)C